2,9-dichloro-4,7-diphenyl-1,10-phenanthroline ClC1=NC2=C3N=C(C=C(C3=CC=C2C(=C1)C1=CC=CC=C1)C1=CC=CC=C1)Cl